O1C=NC(=C1)CN1N=CC(=C1)C1=NC=2C(=C3C(=NC2)N(C=C3)S(=O)(=O)C3=CC=CC=C3)N1C1CCC(CC1)CC#N 2-((1r,4r)-4-(2-(1-(oxazol-4-ylmethyl)-1H-pyrazol-4-yl)-6-(benzenesulfonyl)imidazo[4,5-d]Pyrrolo[2,3-b]Pyridin-1(6H)-yl)cyclohexyl)acetonitrile